(2R,3'R,4'S,5'S,6'R)-6'-(acetoxymethyl)-6-methoxy-4'-(prop-2-yn-1-yloxy)-3',4',5',6'-tetrahydrospiro[chromane-2,2'-pyran]-3',5'-diyl diacetate C(C)(=O)O[C@H]1[C@]2(O[C@@H]([C@@H]([C@@H]1OCC#C)OC(C)=O)COC(C)=O)OC1=CC=C(C=C1CC2)OC